7-(5-chloro-2-(((3S,4R)-3-hydroxytetrahydro-2H-pyran-4-yl)amino)pyrimidin-4-yl)-1-isopropyl-4-oxo-1,4-dihydroquinoline-2-carboxylic acid ethyl ester C(C)OC(=O)C=1N(C2=CC(=CC=C2C(C1)=O)C1=NC(=NC=C1Cl)N[C@H]1[C@@H](COCC1)O)C(C)C